2-(2,3,5,6-tetrakis(3,6-dimethyl-9H-carbazol-9-yl)-4-(2,6-dimethylpyridin-4-yl)phenyl)benzo[d]oxazole CC=1C=CC=2N(C3=CC=C(C=C3C2C1)C)C1=C(C(=C(C(=C1N1C2=CC=C(C=C2C=2C=C(C=CC12)C)C)C1=CC(=NC(=C1)C)C)N1C2=CC=C(C=C2C=2C=C(C=CC12)C)C)N1C2=CC=C(C=C2C=2C=C(C=CC12)C)C)C=1OC2=C(N1)C=CC=C2